(l)-N-(5-(1-Cyclopropyl-1H-pyrazol-4-yl)-4-((1-methyl-1H-pyrazol-4-yl)ethynyl)pyridin-2-yl)-2-(1-(cyclopropylsulfonyl)-1H-pyrazol-4-yl)pyrimidin-4-amine C1(CC1)N1N=CC(=C1)C=1C(=CC(=NC1)NC1=NC(=NC=C1)C=1C=NN(C1)S(=O)(=O)C1CC1)C#CC=1C=NN(C1)C